Methyl indole-7-carboxylate N1C=CC2=CC=CC(=C12)C(=O)OC